N-(5-fluoropyrimidin-2-yl)-5-[2-methyl-4-[[(2R)-1-methylazetidin-2-yl]methoxy]pyrazol-3-yl]pyrazolo[1,5-a]pyridin-2-amine FC=1C=NC(=NC1)NC1=NN2C(C=C(C=C2)C=2N(N=CC2OC[C@@H]2N(CC2)C)C)=C1